[Si](C)(C)(C(C)(C)C)OCC=1C=CC(=NC1)C=1C=C2C(=NC1)N=C(S2)NC(C2=CN=C(C=C2C2=C(C=CC=C2)OC)C)=O N-(6-(5-(((tert-butyldimethylsilyl)oxy)methyl)pyridin-2-yl)thiazolo[4,5-b]pyridin-2-yl)-4-(2-methoxyphenyl)-6-methylnicotinamide